[N+](=O)([O-])C1=CC=C(C=N1)N1C2CN(CC1CC2)C(=O)OCCCC Butyl 8-(6-Nitropyridin-3-yl)-3,8-diazabicyclo[3.2.1]octane-3-carboxylate